COCCN1C(C=2N(CC1)N=CC2[N+](=O)[O-])=O 5-(2-methoxyethyl)-3-nitro-6,7-dihydropyrazolo[1,5-a]pyrazin-4(5H)-one